tert-butyl (3-(4-(2-(4-((2-(azetidin-1-yl)pyrimidin-4-yl)methoxy)phenyl)propane-2-yl)phenoxy)propyl)carbamate N1(CCC1)C1=NC=CC(=N1)COC1=CC=C(C=C1)C(C)(C)C1=CC=C(OCCCNC(OC(C)(C)C)=O)C=C1